4-(trifluoromethyl)-N-(5-(4-nitrophenyl)-1,3,4-oxadiazol-2-yl)benzamide FC(C1=CC=C(C(=O)NC=2OC(=NN2)C2=CC=C(C=C2)[N+](=O)[O-])C=C1)(F)F